CNC=1SC(=CN1)C=O 2-METHYLAMINO-THIAZOLE-5-CARBALDEHYDE